(4-(1,1-difluoroethoxy)phenyl)methanamine FC(C)(OC1=CC=C(C=C1)CN)F